4-(6-prop-2-enoyloxyhexoxy)benzoate C(C=C)(=O)OCCCCCCOC1=CC=C(C(=O)[O-])C=C1